3-nitro-2,5,6-trifluoropyridine [N+](=O)([O-])C=1C(=NC(=C(C1)F)F)F